CN1C(N(C2=C1C(=CC=C2)CCCOCCOCCNC)C2C(NC(CC2)=O)=O)=O 3-[3-Methyl-4-[3-[2-[2-(methylamino)ethoxy]ethoxy]propyl]-2-oxo-benzimidazol-1-yl]piperidine-2,6-dione